ethyl 2-((R)-2-(((1R,4R)-4-((5'-chloro-6-(((4-cyanotetrahydro-2H-pyran-4-yl) methyl) amino)-[2,4'-bipyridyl]-2'-yl) amino) cyclohexyl) amino) propoxy)-2-methylpropionate ClC=1C(=CC(=NC1)NC1CCC(CC1)N[C@@H](COC(C(=O)OCC)(C)C)C)C1=NC(=CC=C1)NCC1(CCOCC1)C#N